C(C)OC(=O)C1=C(C2=C(S1)C=CC=C2)CBr (bromomethyl)benzo[b]thiophene-2-carboxylic acid ethyl ester